(5'S,7a'R)-1-(2,5-difluorobenzoyl)-5'-(3,5-difluorophenyl)tetrahydro-3'H-spiro[piperidine-4,2'-pyrrolo[2,1-b]oxazol]-3'-one FC1=C(C(=O)N2CCC3(C(N4[C@H](O3)CC[C@H]4C4=CC(=CC(=C4)F)F)=O)CC2)C=C(C=C1)F